1-(2-(Benzyloxy)ethyl)-4-methyl-1H-pyrazole-5-carboxylic acid C(C1=CC=CC=C1)OCCN1N=CC(=C1C(=O)O)C